N-[2-methyl-5-[[2-[(2S)-2-methylpyrrolidin-1-yl]acetyl]amino]-3-pyridyl]-6-(1-methylpyrazolo[3,4-b]pyridin-5-yl)triazolo[1,5-a]pyridine-3-carboxamide CC1=NC=C(C=C1NC(=O)C=1N=NN2C1C=CC(=C2)C=2C=C1C(=NC2)N(N=C1)C)NC(CN1[C@H](CCC1)C)=O